P(=O)(O)(O)C(C(C(=O)O)(C(=O)O)C(=O)O)CC 2-phosphono-butanetricarboxylic acid